tert-butyl (3R,4R)-4-{[5-bromo-7-(1-ethylcyclobutyl)imidazo[4,3-f][1,2,4]triazin-2-yl]amino}-3-fluoropiperidine-1-carboxylate BrC=1N=C(N2N=C(N=CC21)N[C@H]2[C@@H](CN(CC2)C(=O)OC(C)(C)C)F)C2(CCC2)CC